2-(oxiran-2-yl)propan-2-ol O1C(C1)C(C)(C)O